Diethyl 4-(1-methyl-1H-pyrazol-3-yl)-1H-pyrrole-2,3-dicarboxylate CN1N=C(C=C1)C=1C(=C(NC1)C(=O)OCC)C(=O)OCC